N-((1R,4R)-4-((4-((5-cyclopropyl-1H-pyrazol-3-yl)amino)pyrimidin-2-yl)(methyl)amino)cyclohexyl)-5-(methylsulfonyl)picolinamide C1(CC1)C1=CC(=NN1)NC1=NC(=NC=C1)N(C1CCC(CC1)NC(C1=NC=C(C=C1)S(=O)(=O)C)=O)C